[Ca].CS(=O)CCC(=O)O 3-(methylsulfinyl)propionic acid calcium